phenyl methyl(2-((2-(methyl amino)ethyl)disulfaneyl)ethyl)carbamate CN(C(OC1=CC=CC=C1)=O)CCSSCCNC